FC(C1=CC=C(C=C1)C1=CN=CC(=N1)C(=O)O)(F)F 6-(4-(trifluoromethyl)phenyl)pyrazine-2-carboxylic acid